(4-formyl-2-methoxy-phenyl) 2-methylpropionate CC(C(=O)OC1=C(C=C(C=C1)C=O)OC)C